4-(pyridazin-3-yl)aniline N1=NC(=CC=C1)C1=CC=C(N)C=C1